N-methyloctahydrocyclopenta[c]pyrrole-5-carboxamide CNC(=O)C1CC2C(CNC2)C1